3-({2-[(3-Methoxy-1-methyl-1H-pyrazol-4-yl)amino]-5-methylpyrimidin-4-yl}-1H-indol-7-yl)-2-(4-methylpiperazin-1-yl)butanamide COC1=NN(C=C1NC1=NC=C(C(=N1)N1C=CC2=CC=CC(=C12)C(C(C(=O)N)N1CCN(CC1)C)C)C)C